N-((1R)-3-Cyano-3-azabicyclo[3.2.0]heptan-1-yl)-5-(3-phenoxypyridin-4-yl)-1H-pyrazol-3-carboxamid C(#N)N1C[C@]2(CCC2C1)NC(=O)C1=NNC(=C1)C1=C(C=NC=C1)OC1=CC=CC=C1